3-[3-(9-butyl-1,1,3,3,5,5,7,7,9,9-decamethyl pentasiloxanyl)propoxyl]-2-hydroxylpropyl methacrylate C(C(=C)C)(=O)OCC(COCCC[Si](O[Si](O[Si](O[Si](O[Si](C)(C)CCCC)(C)C)(C)C)(C)C)(C)C)O